C(C=C(C(=O)OCCCCCC(C)C)CC(=O)OCCCCCC(C)C)(=O)OCCCCCC(C)C triisooctyl aconitate